CN1C(=NC2=C1C=CC=C2)NC(CC)=O N-(1-methyl-1H-benzo[d]imidazol-2-yl)propanamide